{4-[6-amino-5-(2,6-dichloro-benzyloxy)-pyridin-3-yl]-phenyl}-[(2R)-2-pyrrolidin-1-ylmethyl-pyrrolidin-1-yl]-methanone NC1=C(C=C(C=N1)C1=CC=C(C=C1)C(=O)N1[C@H](CCC1)CN1CCCC1)OCC1=C(C=CC=C1Cl)Cl